{2-[methacryloyloxy]ethyl}dimethyl-(3-sulfopropyl)ammonium hydroxide [OH-].C(C(=C)C)(=O)OCC[N+](CCCS(=O)(=O)O)(C)C